FC(CN1N=CC(=C1)C=1SC=C(N1)N)(F)F 2-[1-(2,2,2-trifluoroethyl)pyrazol-4-yl]thiazol-4-amine